2-(4-chloro-3-fluorophenoxy)-N-{3-[(pyrazolo[1,5-a]pyrimidin-5-yl)amino]bicyclo[1.1.1]pent-1-yl}acetamide ClC1=C(C=C(OCC(=O)NC23CC(C2)(C3)NC3=NC=2N(C=C3)N=CC2)C=C1)F